BrC1=C(C=CC=C1)CC(C)(O)C 1-(2-bromophenyl)-2-methylpropan-2-ol